cyclopropyl-1H-pyrazol C1(CC1)N1N=CC=C1